(6-fluoro-4-methylpyridin-3-yl)(4-(5-methyloxazolo[4,5-b]pyridin-2-yl)piperazin-1-yl)methanone FC1=CC(=C(C=N1)C(=O)N1CCN(CC1)C=1OC=2C(=NC(=CC2)C)N1)C